C(C)OC(C1=NC(=CC(=C1OCC1=CC=CC=C1)F)C)=O.C(C1=CC=CC=C1)OC=1C(=NC(=CC1F)C)C(=O)O 3-(benzyloxy)-4-fluoro-6-methylpicolinic acid Ethyl-3-(benzyloxy)-4-fluoro-6-methylpicolinate